C(C1=CC=CC=C1)NC(CC1N(C(CC1)=O)CC1=C(C(=CC=C1)F)F)=O N-benzyl-2-[1-[(2,3-difluorophenyl)methyl]-5-oxopyrrolidin-2-yl]acetamid